Methyl-6-(4-([1,1'-biphenyl]-4-ylmethyl)-2,5-dimethylthiophene-3-carboxamido)spiro[3.3]heptaneN CC1=CCC12CC(C2)NC(=O)C2=C(SC(=C2CC2=CC=C(C=C2)C2=CC=CC=C2)C)C